N1=NC(=CC2=C1C1=C(CCC2)C=CC=C1)N1N=C(N=C1N)NC1=CC=C(C=C1)OCCN1C(CCCC1(C)C)(C)C 1-(6,7-dihydro-5H-benzo[6,7]cyclohepta[1,2-c]pyridazin-3-yl)-N3-(4-(2,2,6,6-tetramethylpiperidin-1-yl)ethoxyphenyl)-1H-1,2,4-triazole-3,5-diamine